3-[4-amino-8-(difluoromethoxy)pyrido[3,2-d]Pyrimidin-6-yl]Benzene NC=1C2=C(N=CN1)C(=CC(=N2)C=2C=CC=CC2)OC(F)F